N1(N=CN=C1)CCC(=O)[O-] 3-(1H-1,2,4-triazol-1-yl)propanoate